N[C@@H]1[C@@H](OCC12CCN(CC2)C=2N=C(C(=NC2CO)C=2C(=C(C#N)C=CC2)Cl)C)C 3-{5-[(3S,4S)-4-amino-3-methyl-2-oxa-8-azaspiro[4.5]decan-8-yl]-6-(hydroxymethyl)-3-methylpyrazin-2-yl}-2-chlorobenzonitrile